C(=O)(O)[C@@H]1[C@@H]2C[C@H]([C@H]3[C@@H]4CC[C@H]([C@@H](CCCC(C)C)C)[C@]4([C@H](C[C@@H]3[C@]2(CC[C@H]1O)C)O)C)O 4beta-carboxy-5alpha-cholestane-3alpha,7alpha,12alpha-triol